CCC(C(=O)O)P(=O)(O)ON aminophosphonobutyric acid